N-cyclopentyl-N-(4,5-diphenyloxazole-2-carbonyl)glycine C1(CCCC1)N(CC(=O)O)C(=O)C=1OC(=C(N1)C1=CC=CC=C1)C1=CC=CC=C1